ClC1=C(C=CC(=C1)F)NC1=NC=C(C(=N1)N1N=CC(=C1)C(=O)NC(CO)C1=CC(=CC=C1)Cl)C 1-(2-((2-chloro-4-fluorophenyl)amino)-5-methylpyrimidin-4-yl)-N-(1-(3-chlorophenyl)-2-hydroxyethyl)-1H-pyrazole-4-carboxamide